BrC1=CC=C2C(OC(C2=C1)=O)CC1=CC(=CC(=C1)F)F 6-bromo-3-(3,5-difluorobenzyl)isobenzofuran-1(3H)-one